BrC1=CC=C(CN=C=O)C=C1 4-bromobenzyl isocyanate